O.[Pt](Cl)Cl platinum chloride monohydrate